C(CCC)S(=O)(=O)[O-] Butyl-sulphonate